ClC=1C(=CC(=C(C(=O)NS(=O)(=O)[C@H](COC)C)C1)F)OCC1CCCC1 (S)-5-chloro-4-(cyclopentylmethoxy)-2-fluoro-N-((1-methoxypropan-2-yl)sulfonyl)benzamide